2-(2-(4,4-difluoropyrrolidin-1-yl)-2-oxoethyl)-5,6,7,8-tetrahydro-1,7-naphthyridine-3-carboxamide FC1(CCN(C1)C(CC1=NC=2CNCCC2C=C1C(=O)N)=O)F